6-[[5-ethyl-3-(2,2,2-trifluoroethoxy)-2-pyridyl]oxy]-3-methyl-N-(3-methyl-1,1-dioxo-thietan-3-yl)imidazo[1,2-a]pyridine-2-carboxamide C(C)C=1C=C(C(=NC1)OC=1C=CC=2N(C1)C(=C(N2)C(=O)NC2(CS(C2)(=O)=O)C)C)OCC(F)(F)F